5-fluoro-2-((4-(1-methyl-4-(pyridin-4-yl)-1H-pyrazol-3-yl)phenyl)ethynyl)pyridine FC=1C=CC(=NC1)C#CC1=CC=C(C=C1)C1=NN(C=C1C1=CC=NC=C1)C